tert-butyl (trans-4-((5-(trifluoromethyl)pyridin-2-yl)oxy)cyclohexyl)carbamate FC(C=1C=CC(=NC1)O[C@@H]1CC[C@H](CC1)NC(OC(C)(C)C)=O)(F)F